3-phenyl-1-((2-(trimethylsilyl)ethoxy)methyl)-5-(trimethylstannyl)-1H-1,2,4-triazole C1(=CC=CC=C1)C1=NN(C(=N1)[Sn](C)(C)C)COCC[Si](C)(C)C